(S)-2-(3-(4-chlorophenoxy)pyrrolidin-1-yl)-N-(3-(2-((1,5-dimethyl-1H-pyrazol-3-yl)amino)-5-methylpyrimidin-4-yl)-1H-indol-7-yl)acetamide ClC1=CC=C(O[C@@H]2CN(CC2)CC(=O)NC=2C=CC=C3C(=CNC23)C2=NC(=NC=C2C)NC2=NN(C(=C2)C)C)C=C1